1-(4-bromo-3-fluoro-2-hydroxy-phenyl)ethanone BrC1=C(C(=C(C=C1)C(C)=O)O)F